C1(CC1)[C@@H]1[C@@H](O1)C(=O)OCC ethyl (2R,3R)-3-cyclopropyloxirane-2-carboxylate